N-butyl-aminopropyl-trimethoxysilane C(CCC)NCCC[Si](OC)(OC)OC